(2Z)-3-[1-(2-nitrophenyl)-1H-pyrrol-2-yl]prop-2-en [N+](=O)([O-])C1=C(C=CC=C1)N1C(=CC=C1)\C=C/C